ClC=1C=C2C(N(CCO2)CC2=CC=CC3=CC=CC=C23)=C(C1F)C(=O)O 7-chloro-6-fluoro-4-[(1-naphthyl)methyl]-3,4-dihydro-2H-1,4-benzoxazine-5-carboxylic acid